1-((S)-2-(8-((S)-2,2-dimethyl-3-((methylsulfonyl)methyl)azetidin-1-yl)-3-((2-(4-methoxypiperidin-1-yl)pyrimidin-4-yl)amino)isoquinolin-5-yl)pyrrolidin-1-yl)prop-2-en-1-one CC1(N(C[C@@H]1CS(=O)(=O)C)C=1C=CC(=C2C=C(N=CC12)NC1=NC(=NC=C1)N1CCC(CC1)OC)[C@H]1N(CCC1)C(C=C)=O)C